FC1=CC=C(C=C1)C=1C(=C(C=NC1C)C(=O)NC1=CC=C(OC2=CC=NC3=CC(=C(C=C23)C(=O)NC)OC)C=C1)O 4-[4-[[5-(4-fluorophenyl)-4-hydroxy-6-methylpyridine-3-carbonyl]amino]phenoxy]-7-methoxy-N-methylquinoline-6-carboxamide